C1(=C(C(=CC(=C1)C)C)C(C(N)C1=C(C=C(C=C1C)C)C)N)C Dimesitylethane-1,2-diamine